C(C)(CC)P(C1=CC=CC=C1)=O sec-butyl-(phenyl)phosphine oxide